(R)-2-(((8-cyclopentyl-7-ethyl-5-methyl-6-oxo-5,6,7,8-tetrahydropteridin-2-yl)(2-methoxy-4-((1-methylpiperidin-4-yl)carbamoyl)phenyl)amino)methyl)acrylic acid C1(CCCC1)N1[C@@H](C(N(C=2C=NC(=NC12)N(C1=C(C=C(C=C1)C(NC1CCN(CC1)C)=O)OC)CC(C(=O)O)=C)C)=O)CC